COC=1C(=C2C=CNC2=C(C1)C)CN1C(CN2CC[C@H]2C1)C1=CC=C(C(=O)O)C=C1 4-((6S)-4-((5-methoxy-7-methyl-1H-indol-4-yl)methyl)-1,4-diazabicyclo[4.2.0]octan-3-yl)benzoic acid